CC1=CC(CC(C1)CCCCC)=O 3-methyl-5-pentyl-2-cyclohexenone